trimethyl-1-methyl-3-buten-1-yl-silane C[Si](C(CC=C)C)(C)C